C1OC[C@H]2[C@@H]1CN(C2)C2=C1C(=NC(=N2)C#CC=2NC=C(N2)C=2C=C(OCCN(C)C)C=CC2)N(N=C1)C 2-[3-[2-[2-[4-[(3aS,6aR)-1,3,3a,4,6,6a-Hexahydrofuro[3,4-c]pyrrol-5-yl]-1-methyl-pyrazolo[3,4-d]pyrimidin-6-yl]ethynyl]-1H-imidazol-4-yl]phenoxy]-N,N-dimethyl-ethanamine